C1(CC1)C(C=CS(=O)(=O)C)NC(=O)C=1C(=NC(=NC1)N(C)CC)OC1=CC=CC=C1 N-(1-cyclopropyl-3-(methylsulfonyl)allyl)-2-(ethyl-(methyl)amino)-4-phenoxypyrimidine-5-carboxamide